BrC=1N=CC=2N(C1)C(=C(N2)C)C2=C(C=C(C=C2F)O)F 4-{6-bromo-2-methyl-imidazo[1,2-a]pyrazin-3-yl}-3,5-difluorophenol